NC=1C(=C(C=C(C1N1CCC(CC1)N1CCNCC1)Br)NC1=NC=C(C(=N1)NC1=CC2=C(CCO2)C=C1NS(=O)(=O)C)Cl)OC N-(6-((2-((3-amino-5-bromo-2-methoxy-4-(4-(piperazin-1-yl)piperidin-1-yl)phenyl)amino)-5-chloropyrimidin-4-yl)amino)-2,3-dihydrobenzofuran-5-yl)methanesulfonamide